7-(4-chlorophenyl)-8-(2-methylpyrazol-3-yl)-1,3-dihydropurine-2,6-dione ClC1=CC=C(C=C1)N1C(=NC=2NC(NC(C12)=O)=O)C=1N(N=CC1)C